γ-glycidoxypropylmethyldimethoxyethoxysilane C(C1CO1)OCCC[SiH](OCC(OC)OC)C